ClC=1C(=C(C=CC1Cl)NC1=NC=NC2=CC(=C(C=C12)OC1CCN(CC1)C(CC#N)=O)OC)F 3-(4-((4-((3,4-dichloro-2-fluorophenyl)amino)-7-methoxyquinazolin-6-yl)oxy)piperidin-1-yl)-3-oxopropanenitrile